BrC=1C2(C3=CC=C(C(=C3C1)F)Cl)CCC(CC2)(C(=O)OC)NC2=CC(=CC=C2)Cl methyl (1s,4s)-2'-bromo-5'-chloro-4-(3-chloroanilino)-4'-fluorospiro[cyclohexane-1,1'-indene]-4-carboxylate